FC=1C=C(C=2[C@H](C[C@@H]([C@@H](C2C1)F)F)C1=C2C[C@H]([C@H](C2=C(C=C1)S(=O)(=O)C)O)F)C#N (5R,6S,8R)-3,5,6-trifluoro-8-[(1S,2R)-2-fluoro-1-hydroxy-7-methanesulfonyl-2,3-dihydro-1H-inden-4-yl]-5,6,7,8-tetrahydronaphthalene-1-carbonitrile